CC(C(CCCC)O)O cis-2,3-Heptandiol